ClC=1C(=NC(=NC1)N[C@H]1[C@@H](COCC1)O)C1=CN=C(O1)C1CCN(CC1)C (3S,4R)-4-((5-chloro-4-(2-(1-methylpiperidin-4-yl)oxazol-5-yl)pyrimidin-2-yl)amino)tetrahydro-2H-pyran-3-ol